methyl 3-iodo-5,6-dimethoxybenzo[b]thiophene-2-carboxylate IC=1C2=C(SC1C(=O)OC)C=C(C(=C2)OC)OC